(R)-(+)-2,2'-Bis(diphenylphosphino)-1,1'-binaphthalene C1=CC=C(C=C1)P(C2=CC=CC=C2)C3=C(C4=CC=CC=C4C=C3)C5=C(C=CC6=CC=CC=C65)P(C7=CC=CC=C7)C8=CC=CC=C8